CN1N=CC(=C1)C1=CC=C2C(=N1)C(=CS2)C2=NN1C(N=CC=C1)=C2 5-(1-methyl-1H-pyrazol-4-yl)-3-(pyrazolo[1,5-a]-pyrimidin-2-yl)thieno[3,2-b]pyridine